ClC=1N=C(C2=C(N1)N(C=C2Cl)COCC[Si](C)(C)C)O[C@@H]2C[C@@H](N(C2)C(=O)OC(C)(C)C)C tert-butyl (2S,4R)-4-((2,5-dichloro-7-((2-(trimethylsilyl) ethoxy) methyl)-7H-pyrrolo[2,3-d]pyrimidin-4-yl) oxy)-2-methylpyrrolidine-1-carboxylate